[Si](=O)=O.[Ca] calcium compound with silicon dioxide